C1=CC=C(C=C1)N2C3=C(C=C(C=C3)C4=CC5=C(C=C4)N(C6=CC=CC=C65)C7=CC=CC=C7)C8=C2C=CC(=C8)C9=CC1=C(C=C9)N(C2=CC=CC=C21)C1=CC=CC=C1 3,6-Bis(N-phenyloxazol-3-yl)-N-phenylcarbazole